1-isothiocyanato-4-methyl-sulfinylbutane N(=C=S)CCCCS(=O)C